tert-butyl (S)-(5,5-difluoro-1-(3-hydroxypropoxy)hexan-2-yl)carbamate FC(CC[C@@H](COCCCO)NC(OC(C)(C)C)=O)(C)F